ClCC#N 2-Chloroacetonitrile